2-isopropylsulfonyl-aniline ADAMANTAN-1-YLMETHYL-ACETATE C12(CC3CC(CC(C1)C3)C2)COC(C)=O.C(C)(C)S(=O)(=O)C2=C(N)C=CC=C2